(S)-1-(4-(4-(3-aminoprop-1-yn-1-yl)-3-(hydroxymethyl)phenyl)piperazin-1-yl)-2-(4-(4-chlorophenyl)-2,3,9-trimethyl-6H-thieno[3,2-f][1,2,4]triazolo[4,3-a][1,4]diazepin-6-yl)ethan-1-one NCC#CC1=C(C=C(C=C1)N1CCN(CC1)C(C[C@H]1C=2N(C3=C(C(=N1)C1=CC=C(C=C1)Cl)C(=C(S3)C)C)C(=NN2)C)=O)CO